1-{3-hydroxy-1-[3-(2,2,2-trifluoro-ethoxy)-phenyl]-propyl}-3-spiro[3.3]hept-2-yl-urea OCCC(C1=CC(=CC=C1)OCC(F)(F)F)NC(=O)NC1CC2(C1)CCC2